4-methoxy-6-((3-morpholinobicyclo[1.1.1]pentan-1-yl)amino)pyrimidine COC1=NC=NC(=C1)NC12CC(C1)(C2)N2CCOCC2